COC1=CC=C(C=2NC(=NC21)NC(C2=CC=C(C=C2)C(=O)N2CCN(CC2)C)=O)C2=CC=CC=C2 N-(4-methoxy-7-phenyl-1H-1,3-benzodiazol-2-yl)-4-(4-methylpiperazine-1-carbonyl)benzamide